FC1=CC=C(C=C1)C=1C=C2C(=NC=NC2=C(C1)OC)NC1CCC=2N(C1)C=CN2 6-(4-fluorophenyl)-8-methoxy-N-(5,6,7,8-tetrahydroimidazo[1,2-a]pyridin-6-yl)quinazolin-4-amine